ClC1=C(C=CC(=N1)CC1CC2(CNC2)C1)C(F)(F)F 6-((6-chloro-5-(trifluoromethyl)pyridin-2-yl)methyl)-2-azaspiro[3.3]Heptane